N'-((8-fluoro-1,2,3,5,6,7-hexahydro-s-indacen-4-yl)carbamoyl)-6-methoxy-6,7-dihydro-5H-pyrazolo[5,1-b][1,3]oxazine-3-sulfonimidamide FC=1C=2CCCC2C(=C2CCCC12)NC(=O)N=S(=O)(N)C=1C=NN2C1OCC(C2)OC